5-chloro-2-[[6-chloro-3-(3,6-dihydro-2H-pyran-4-yl)-4-quinolinyl]amino]benzoic acid ClC=1C=CC(=C(C(=O)O)C1)NC1=C(C=NC2=CC=C(C=C12)Cl)C=1CCOCC1